FC=1C=CC=C2C(=NN=C(C12)NCC1(COCC1)O)C1=CC=C(C=C1)C(F)(F)F 3-(((8-fluoro-4-(4-(trifluoromethyl)phenyl)phthalazin-1-yl)amino)methyl)tetrahydrofuran-3-ol